ClC1=C(C(=CC=C1)C=1NC(=CN1)C1=CC(=C(C=C1)C)F)C=1C(=CC(=CC1)C(N[C@H](CCC)C1=CC=CC=C1)=O)C(=O)O (S)-2'-chloro-6'-[5-(3-fluoro-4-methylphenyl)-1H-imidazol-2-yl]-4-{[(1R)-1-phenylbutyl]carbamoyl}-[1,1'-biphenyl]-2-carboxylic acid